2-Cyclopropyl-4-fluoro-5-nitro-N-(4-(trifluoromethoxy)phenyl)benzenesulfonamide C1(CC1)C1=C(C=C(C(=C1)F)[N+](=O)[O-])S(=O)(=O)NC1=CC=C(C=C1)OC(F)(F)F